indium 8-hydroxyquinoline OC=1C=CC=C2C=CC=NC12.[In]